1,2,3,4,5,6,7,8-Octamethylanthracen CC1=C(C(=C(C2=CC3=C(C(=C(C(=C3C=C12)C)C)C)C)C)C)C